C(C)(=O)O[C@@H]1[C@H](O[C@H]([C@@H]([C@@H]1OC(C)=O)OC(C)=O)SC=1C(OC2=CC=CC=C2C1O)=O)COC(C)=O (2R,3R,4R,5R,6S)-2-(acetoxymethyl)-6-((4-hydroxy-2-oxo-2H-chromen-3-yl)thio)tetrahydro-2H-pyran-3,4,5-triyl triacetate